4-fluoro-3-((3-((2-methoxyethyl)amino)-1-oxa-8-azaspiro[4.5]dec-8-yl)sulfonyl)benzonitrile FC1=C(C=C(C#N)C=C1)S(=O)(=O)N1CCC2(CC(CO2)NCCOC)CC1